OC1=C2CCC(C2=C(C=C1)O)=O 4,7-dihydroxy-1-indanone